4,4'-tetramethyldiaminodiphenylmethane CN(C)C1=CC=C(C=C1)CC2=CC=C(C=C2)N(C)C